N(C)CC(=O)[O-].[Li+].C(C1=CC=CC=C1)NC=1C=CC2=C(C=C(O2)C(=O)NCC2CCN(CC2)C)C1 5-(benzylamino)-N-((1-methylpiperidin-4-yl)methyl)benzofuran-2-carboxamide lithium sarcosinate